COCC=1C(NC(C1C)=O)=O 3-(methoxymethyl)-4-methylazoline-2,5-dione